4,6,8,10-tetramethyltridecylnonoxymethyl ether CC(CCCC(OCCCCCCCCC)OC(CCCC(CC(CC(CC(CCC)C)C)C)C)OCCCCCCCCC)CC(CC(CC(CCC)C)C)C